O=C1N(C(C(C1([2H])[2H])([2H])[2H])=O)[C@@H](C(=O)NC([2H])([2H])C1=C(C(=C(C(=C1[2H])[2H])[2H])[2H])[2H])C (R)-2-(2,5-dioxopyrrolidin-1-yl-3,3,4,4-d4)-N-((phenyl-d5)methyl-d2)propanamide